1,1,2,3,3,3-Hexafluoropropyl Methyl Ether COC(C(C(F)(F)F)F)(F)F